3-{[4-(3,4-dihydroxyphenyl)thiophen-2-yl]methyl}-5,7-dihydroxy-4,6-dihydro-3H-pyrido[2,1-f][1,2,4]triazine-4,6-dione OC=1C=C(C=CC1O)C=1C=C(SC1)CN1C=NN2C(C1=O)=C(C(C(=C2)O)=O)O